4-nitrophenyl 4-(6-ethoxypyrazin-2-yl)-2-oxopiperazine-1-carboxylate C(C)OC1=CN=CC(=N1)N1CC(N(CC1)C(=O)OC1=CC=C(C=C1)[N+](=O)[O-])=O